17-hydroxy-6-chloro-2-oxa-4,6-pregnadiene-3,20-dione O[C@]1(C(C)=O)CC[C@H]2[C@@H]3C=C(C4=CC(OC[C@]4(C)[C@H]3CC[C@]12C)=O)Cl